methyl 5-fluoro-8-hydroxy-5,6,7,8-tetrahydroquinoline-5-carboxylate FC1(C=2C=CC=NC2C(CC1)O)C(=O)OC